NCC1=CC=C(S1)C=1SC(=CC1)C(C)NC1=NC(=NC2=CC(=C(C=C12)OC)OC)C N-{1-[5'-(aminomethyl)-2,2'-bithiophen-5-yl]ethyl}-6,7-dimethoxy-2-methylquinazolin-4-amine